3-(2-(Benzyloxy)ethyl)-6-chloro-1-cyclopentyl-1,3-dihydro-2H-imidazo[4,5-c]pyridin-2-one C(C1=CC=CC=C1)OCCN1C(N(C2=C1C=NC(=C2)Cl)C2CCCC2)=O